FC(C1=NN=C(O1)C=1C=CC(=NC1)CN1C(OC2=C1C=C(C(=C2)C2=CC(=NC=C2)N2CCN(CC2)C)F)=O)F 3-((5-(5-(difluoromethyl)-1,3,4-oxadiazole-2-yl)pyridine-2-yl)methyl)-5-fluoro-6-(2-(4-methylpiperazine-1-yl)pyridine-4-yl)benzo[d]oxazole-2(3H)-one